IC=1C=C(CO)C=C(C1O)I 3,5-diiodo-4-hydroxybenzylalcohol